p-octyl-styrene C(CCCCCCC)C1=CC=C(C=C)C=C1